1-(4-methoxyphenyl)-5-methoxyphosphoindole-1-oxide COC1=CC=C(C=C1)[N+]1(C(=CC2=CC(=CC=C12)OC)P(=O)=O)[O-]